N-(6-Methoxy-2-((1R,4R)-4-((methyl(2-(piperidin-4-yl)ethyl)amino)methyl)cyclohexyl)-2H-Indazol-5-yl)-6-(trifluoromethyl)picolinamide COC=1C(=CC2=CN(N=C2C1)C1CCC(CC1)CN(CCC1CCNCC1)C)NC(C1=NC(=CC=C1)C(F)(F)F)=O